1-[(3-{3-fluoro-4-[(2-methyl-1H-imidazol-1-yl)methyl]phenyl}-5-(2-methylpropyl)thiophen-2-yl)sulfonyl]-3-[(thiophen-2-yl)methyl]urea FC=1C=C(C=CC1CN1C(=NC=C1)C)C1=C(SC(=C1)CC(C)C)S(=O)(=O)NC(=O)NCC=1SC=CC1